tert-Butyl (R)-4-(3-amino-6-cyano-5-fluorochroman-7-yl)piperazine-1-carboxylate N[C@H]1COC2=CC(=C(C(=C2C1)F)C#N)N1CCN(CC1)C(=O)OC(C)(C)C